N-((1r,4r)-4-((2-(2,6-dioxopiperidin-3-yl)-1-oxoisoindolin-4-yl)amino)cyclohexyl)acetamide O=C1NC(CCC1N1C(C2=CC=CC(=C2C1)NC1CCC(CC1)NC(C)=O)=O)=O